3-methyl-propyl-phenol CCCCC1=C(C=CC=C1)O